[2-(4,4-difluoroazepan-1-yl)-5-methyl-6-(trifluoromethyl)-3-pyridyl]boronic acid FC1(CCN(CCC1)C1=NC(=C(C=C1B(O)O)C)C(F)(F)F)F